O=C1NC(CCC1N1C(C2=CC=C(C=C2C1=O)N1CCN(CC1)CCCN1CCN(CC1)CCOC1=CC=C(C=C1)C(=O)C=1C2=C(SC1C1=CC=C(C=C1)F)C=C(C=C2)O)=O)=O 2-(2,6-dioxopiperidin-3-yl)-5-(4-(3-(4-(2-(4-(2-(4-fluorophenyl)-6-hydroxybenzo[b]thiophene-3-carbonyl)phenoxy)ethyl)piperazin-1-yl)propyl)piperazin-1-yl)isoindoline-1,3-dione